[In].[Ga].[Au] gold-gallium indium